5-cyano-N-[2-(4,4-dimethylcyclohexen-1-yl)-6-(4-ethyl-3,3,5,5-tetramethyl-piperazin-1-yl)-3-pyridyl]-1H-imidazole-2-carboxamide C(#N)C1=CN=C(N1)C(=O)NC=1C(=NC(=CC1)N1CC(N(C(C1)(C)C)CC)(C)C)C1=CCC(CC1)(C)C